icosyl 3,4-dihydroxybenzoate OC=1C=C(C(=O)OCCCCCCCCCCCCCCCCCCCC)C=CC1O